4-({[5-(2-chlorophenyl)-1,3-oxazol-2-yl]methyl}sulfanyl)-1,3,5-triazin ClC1=C(C=CC=C1)C1=CN=C(O1)CSC1=NC=NC=N1